C1(=CC=CC=C1)C1N(C(OC2=C1C=CC=C2)C=2C=NC1=CC=CC=C1C2)O 4-phenyl-2-(quinolin-3-yl)-2H-benzo[e][1,3]oxazin-3(4H)-ol